(3-(6-(1H-benzo[d]imidazol-2-yl)pyridinyloxy)-3-azabicyclo[3.1.0]hex-6-yl)-6-(1H-benzo[d]imidazol-2-yl)picolinic acid amide N1C(=NC2=C1C=CC=C2)C2=CC=CC(=N2)ON2CC1C(C1C2)C=2C(=NC(=CC2)C2=NC1=C(N2)C=CC=C1)C(=O)N